(S)-quinuclidin-3-yl (5-(3-fluoro-5-(trifluoromethyl)phenyl)-2,2-dimethyl-2,3-dihydro-1H-inden-1-yl)carbamate FC=1C=C(C=C(C1)C(F)(F)F)C=1C=C2CC(C(C2=CC1)NC(O[C@@H]1CN2CCC1CC2)=O)(C)C